N-ethyl-2-((4-(3-((((trans-4-(Ethylsulfonamido)cyclohexyl)methyl)amino)methyl)-3-methylazetidin-1-yl)pyrimidin-5-yl)oxy)-5-fluoro-N-isopropyl-benzamide C(C)N(C(C1=C(C=CC(=C1)F)OC=1C(=NC=NC1)N1CC(C1)(C)CNC[C@@H]1CC[C@H](CC1)NS(=O)(=O)CC)=O)C(C)C